COC=1C=C(C=C(C1)OC)[C@@H]1N=C(OC1)C1=NC(=CC=C1)C=1OC[C@@H](N1)C1=CC(=CC(=C1)OC)OC 2,6-bis((S)-4-(3,5-dimethoxyphenyl)-4,5-dihydro-oxazol-2-yl)pyridine